5-chloro-4-((3-fluorobenzyl)oxy)-2-fluoroaniline ClC=1C(=CC(=C(N)C1)F)OCC1=CC(=CC=C1)F